2-((6-(2-(4-acetylpiperazin-1-yl)ethoxy)pyridazin-3-yl)amino)-6-(2,6-dichlorophenyl)-8-methylpyrido[2,3-d]pyrimidin-7(8H)-one C(C)(=O)N1CCN(CC1)CCOC1=CC=C(N=N1)NC=1N=CC2=C(N1)N(C(C(=C2)C2=C(C=CC=C2Cl)Cl)=O)C